4-(5-(4-(5-isopropyl-1H-1,2,3-triazol-1-yl)phenyl)pyridin-3-yl)-7-(pyridin-2-yl)-8,9-dihydropyrido[3',2':4,5]pyrrolo[1,2-a]pyrazin-6(7H)-one C(C)(C)C1=CN=NN1C1=CC=C(C=C1)C=1C=C(C=NC1)C1=CC=NC2=C1C=C1N2CCN(C1=O)C1=NC=CC=C1